tert-butyl N-[(1S)-2-[[3-(2,6-difluorobenzoyl)-5,6,7,8-tetrahydro-4H-cyclohepta[b]thiophen-2-yl]amino]-1-methyl-2-oxo-ethyl]carbamate FC1=C(C(=O)C=2C3=C(SC2NC([C@H](C)NC(OC(C)(C)C)=O)=O)CCCCC3)C(=CC=C1)F